N-[5-[[2-(cyclopropylmethyl)pyrimidin-4-yl]carbamoyl]-4-fluoro-2-methylphenyl]-2-methyl-1,3-thiazole-5-carboxamide C1(CC1)CC1=NC=CC(=N1)NC(=O)C=1C(=CC(=C(C1)NC(=O)C1=CN=C(S1)C)C)F